N-{4-[(1R)-1-(1H-tetrazol-5-yl)ethyl]phenyl}-4-(trifluoromethyl)-1,3-oxazol-2-amine N1N=NN=C1[C@H](C)C1=CC=C(C=C1)NC=1OC=C(N1)C(F)(F)F